(5S,8S,11S,12R)-11-((S)-sec-butyl)-1-(9H-fluoren-9-yl)-5,8-diisopropyl-12-methoxy-4,10-dimethyl-3,6,9-tricarbonyl-2-oxa-4,7,10-triazatetradecane-14-carboxylic acid [C@H](C)(CC)[C@H](N(C([C@@H](NC([C@@H](N(C(OCC1C2=CC=CC=C2C=2C=CC=CC12)=C=O)C)C(C)C)=C=O)C(C)C)=C=O)C)[C@@H](CCC(=O)O)OC